4-chloro-5,6,7,8-tetrahydroquinoline ClC1=CC=NC=2CCCCC12